(E)-2-(3,7-dimethylocta-2,6-dien-1-yl)-3-hydroxy-5-pentylphenyl piperazine-1-carboxylate N1(CCNCC1)C(=O)OC1=C(C(=CC(=C1)CCCCC)O)C\C=C(\CCC=C(C)C)/C